[N+](=O)([O-])C=1C=CC(=C(C1)N1CCCCCC1)C(=O)N1CCN(CC1)CCC 1-[5-nitro-2-(4-propylpiperazine-1-carbonyl)phenyl]azepane